C(#C)C1(CC1)NC(C1=CC=CC=C1)=O N-(1-ethynylcyclopropyl)benzamide